4-((5-CHLORO-7H-PYRROLO[2,3-D]PYRIMIDIN-4-YL)OXY)-2-FLUOROANILINE ClC1=CNC=2N=CN=C(C21)OC2=CC(=C(N)C=C2)F